tert-butyl 1-((4-(4-amino-2,6-difluorophenoxy)-7-methoxyquinolin-6-yl)oxy)cyclopropane-1-carboxylate NC1=CC(=C(OC2=CC=NC3=CC(=C(C=C23)OC2(CC2)C(=O)OC(C)(C)C)OC)C(=C1)F)F